OC=1C=C(C=CC1O)C(C(=O)O)O 3,4-dihydroxyphenyl-glycolic acid